titanium-tin dioxide [Sn](=O)=O.[Ti]